CC(=O)OC[C@@H]1[C@@H]([C@@H]([C@H](C(O1)O)OC(=O)C)OC(=O)C)OC(=O)C 2,3,4,6-tetra-O-acetyl-D-galactopyranose